N-((1S,3R)-3-(2-(Dimethylamino)acetamido)cyclopentyl)-5-(2-methyl-4-phenoxyphenyl)-4-oxo-4,5-dihydro-3H-1-thia-3,5,8-triazaacenaphthylene-2-carboxamide CN(CC(=O)N[C@H]1C[C@H](CC1)NC(=O)C=1SC=2N=CC=C3N(C(NC1C23)=O)C2=C(C=C(C=C2)OC2=CC=CC=C2)C)C